COC1=CC=C(C=C1)N1CCCN(S1(=O)=O)CC(=O)NC1C2CC3(CC(CC1C3)C2)C(=O)N 4-(2-(6-(4-methoxyphenyl)-1,1-dioxido-1,2,6-thiadiazinan-2-yl)acetamido)adamantan-1-carboxamide